5-bromo-2-hydroxy-3-methylbenzaldehyde BrC=1C=C(C(=C(C=O)C1)O)C